(±)-tartrate C(=O)([O-])C(O)C(O)C(=O)[O-]